Tert-butyl 3-(6,7-dimethoxy-1,3-dioxo-1,3-dihydro-2H-benzo[4,5]thieno[2,3-c]pyrrol-2-yl)propanoate COC1=CC2=C(C3=C(C(N(C3=O)CCC(=O)OC(C)(C)C)=O)S2)C=C1OC